(1-cyclopropyl-6-fluoro-1H-benzo[d]imidazol-7-yl)methanamine C1(CC1)N1C=NC2=C1C(=C(C=C2)F)CN